3-(4-cyano-2-methoxy-phenoxy)-6-(2,2-difluorocyclopropyl)-5-methyl-pyridazine-4-carboxylic acid C(#N)C1=CC(=C(OC=2N=NC(=C(C2C(=O)O)C)C2C(C2)(F)F)C=C1)OC